N-(2-(difluoromethoxy)-6-methylpyridin-3-yl)-3-fluoro-1-(2-isopropylphenyl)cyclobutane-1-carboxamide FC(OC1=NC(=CC=C1NC(=O)C1(CC(C1)F)C1=C(C=CC=C1)C(C)C)C)F